5-hydroxy-3-methyl-1-((2-(trimethylsilyl)ethoxy)methyl)-1H-benzo[d]Imidazole-2(3H)-one OC1=CC2=C(N(C(N2C)=O)COCC[Si](C)(C)C)C=C1